ClC=1C=C(C(=O)O)C=CC1 L-3-chlorobenzoic acid